N-octadecyldimethyl-{3-(trimethoxysilyl)propyl}ammonium chloride [Cl-].C(CCCCCCCCCCCCCCCCC)[N+](CCC[Si](OC)(OC)OC)(C)C